(S)-3-(5-amino-2-(hydroxy(phenyl)methyl)-8-(pyrimidin-4-yl)-[1,2,4]triazolo[1,5-c]pyrimidin-7-yl)benzonitrile NC1=NC(=C(C=2N1N=C(N2)[C@H](C2=CC=CC=C2)O)C2=NC=NC=C2)C=2C=C(C#N)C=CC2